[C@H](C)(CC)[C@@H]1N(CC2=C(NC1=O)C=CC=C2)C(=O)C=2N=NNC2 (S)-3-((S)-sec-butyl)-4-(1H-1,2,3-triazole-4-carbonyl)-1,3,4,5-tetrahydro-2H-benzo[e][1,4]diazepin-2-one